FC(CC1(C(N(C=2C3=C(C=C(C=C13)C)OC(C2)=O)C)=O)C)(SC2=CC=CC=C2)F 6-(2,2-difluoro-2-(phenylsulfanyl)ethyl)-4,6,8-trimethylpyrano[2,3,4-ij]isoquinoline-2,5(4H,6H)-dione